ClC1=NC(=C2N=CN(C2=N1)C1CCCC1)NCC=1C(NC(=CC1CC)C)=O 3-(((2-chloro-9-cyclopentyl-9H-purin-6-yl)amino)methyl)-4-ethyl-6-methylpyridin-2(1H)-one